CN1CCN(CC1)C(=O)C=1C=C(OCC(=O)OC(C)(C)C)C=C(C1)C(NC=1SC=C(N1)C1=NC=CC=C1)=O tert-butyl 2-(3-(4-methylpiperazine-1-carbonyl)-5-((4-(pyridin-2-yl)thiazol-2-yl)carbamoyl)phenoxy)acetate